4-[3-chloro-5-(trifluoromethyl)phenyl]-N-methyl-2-(1-methylpyrazol-3-yl)-5-(trifluoromethyl)pyrazol-3-amine ClC=1C=C(C=C(C1)C(F)(F)F)C1=C(N(N=C1C(F)(F)F)C1=NN(C=C1)C)NC